5-chloro-2-(4-chlorothiazol-5-yl)-4-tetrahydropyran-4-yl-1H-pyrimidin-6-one ClC1=C(N=C(NC1=O)C1=C(N=CS1)Cl)C1CCOCC1